7-Chloro-4-(3,3-difluoro-4-methoxy-pyrrolidin-1-yl)-2-(2,4-dimethoxypyrimidin-5-yl)pyrazolo[1,5-a]pyrazine ClC1=CN=C(C=2N1N=C(C2)C=2C(=NC(=NC2)OC)OC)N2CC(C(C2)OC)(F)F